C(#N)C1=NN(C2=CC(=C(C=C12)F)/C=C/C(=O)NC=1C(=NC(=CC1C)OC)C)C1OCCCC1 (E)-3-(3-cyano-5-fluoro-1-(tetrahydro-2H-pyran-2-yl)-1H-indazol-6-yl)-N-(6-methoxy-2,4-dimethylpyridin-3-yl)acrylamide